C(CCC)N(C(O)=O)CCCN.C1(CC1)CC(=O)N[C@H]1[C@@H](N(C(C1)=O)C=1C=C2C=NN(C2=CC1)C1=CC=C(C=C1)F)C1=CC=CC=C1 2-Cyclopropyl-N-[(2S,3R)-1-(1-(4-fluorophenyl)-1H-indazol-5-yl)-5-oxo-2-phenylpyrrolidin-3-yl]acetamid butyl-(3-aminopropyl)carbamate